FC(C=1C=CC(=NC1)O[C@@H]1[C@@H](CN(CC1)C1=CC(N(C=2C=CC(=NC12)C#N)C)=O)C)F 8-((3R,4S)-4-((5-(Difluoromethyl)pyridin-2-yl)oxy)-3-methylpiperidin-1-yl)-5-methyl-6-oxo-5,6-dihydro-1,5-naphthyridin-2-carbonitril